NC1=NC=2C=C(C=CC2C=2C1=NN(C2)CCNC(C2=CC=CC=C2)=O)N2N=CC=C2 N-{2-[4-amino-7-(1H-pyrazol-1-yl)-2H-pyrazolo[3,4-c]quinolin-2-yl]ethyl}benzamide